pentyl-9,9-di(pentafluoroethyl)-fluorene C(CCCC)C1=CC=CC=2C3=CC=CC=C3C(C12)(C(C(F)(F)F)(F)F)C(C(F)(F)F)(F)F